Isopropyl ((S)-(((2R,3S,5R)-5-(6-amino-2-fluoro-9H-purin-9-yl)-2-ethynyl-3-(((heptyloxy)carbonyl)oxy) tetrahydrofuran-2-yl)methoxy)(phenoxy)phosphoryl)-L-phenylalaninate NC1=C2N=CN(C2=NC(=N1)F)[C@H]1C[C@@H]([C@@](O1)(C#C)CO[P@](=O)(OC1=CC=CC=C1)N[C@@H](CC1=CC=CC=C1)C(=O)OC(C)C)OC(=O)OCCCCCCC